N[C@@H]1[C@@H](CCCC1)NC1=CC=2N=CNC(C2C(=N1)NC1=C2C=CN(C2=CC=C1)CCOCCOCCOCCNC(OCC1=CC=CC=C1)=O)=O benzyl N-[2-[2-[2-[2-[4-[[7-[[(1R,2S)-2-aminocyclohexyl]amino]-4-oxo-3H-pyrido[4,3-d]pyrimidin-5-yl]amino]indol-1-yl]ethoxy]ethoxy]ethoxy]ethyl]carbamate